N-(5-(3-chlorothiophen-2-yl)-1,3,4-thiadiazol-2-yl)-3-(2-methoxyethoxy)-2-oxo-4-(phenylamino)-2H-pyran-6-carboxamide ClC1=C(SC=C1)C1=NN=C(S1)NC(=O)C1=CC(=C(C(O1)=O)OCCOC)NC1=CC=CC=C1